4'-(pyridin-4-yl)-2,2':6',2''-terpyridine N1=CC=C(C=C1)C1=CC(=NC(=C1)C1=NC=CC=C1)C1=NC=CC=C1